C1(CCC1)COC1=CC=2N(C=C1)C(=CN2)C2=CC(=C(C(=O)NC1CC1)C(=C2)OC)OC(F)F 4-[7-(cyclobutylmethoxy)imidazo[1,2-a]pyridin-3-yl]-N-cyclopropyl-2-(difluoromethoxy)-6-methoxy-benzamide